cobalt chloroacetoacetate ClCC(CC(=O)[O-])=O.[Co+2].ClCC(CC(=O)[O-])=O